FC1=C(C=CC(=C1)C1=CC=C(C=C1)C)C=1N=C2SCCCN2C(C1C#N)=O 8-[2-fluoro-4-(4-methylphenyl)phenyl]-6-oxo-2H,3H,4H,6H-pyrimido[2,1-b][1,3]thiazine-7-carbonitrile